2,N-dicyclohexyl-2-[2-(3-methyl-isoxazol-5-yl)-benzimidazol-1-yl]-acetamide C1(CCCCC1)C(C(=O)NC1CCCCC1)N1C(=NC2=C1C=CC=C2)C2=CC(=NO2)C